7-(3-methoxyphenyl)benzothiazol-2-amine COC=1C=C(C=CC1)C1=CC=CC=2N=C(SC21)N